3,4-dichlorophenylmagnesium bromide ClC=1C=C(C=CC1Cl)[Mg]Br